COC(=O)C1=C(C=NC=C1)NC[C@H]1CCCC2=CC(=CC=C12)S(=O)(=O)C1=CC=C(C=C1)C 3-({[(1S)-6-(4-methylbenzenesulfonyl)-1,2,3,4-tetrahydronaphthalen-1-yl]methyl}amino)pyridine-4-carboxylic acid methyl ester